IC=1C=C(C=CC1)CCC(=O)O 3-(3-iodophenyl)propionic acid